ClC1=C2C(=NC=C1)SC(=C2)I 4-chloro-2-iodothieno[2,3-b]pyridine